N=1N=NC(C1)=[Se] 1,2,3-triazoleselon